rac-Ethyl 2-((3R,4R)-4-(((6-(ethyl(4-(trifluoromethyl)benzyl)amino)-5-fluoropyrimidin-4-yl)amino)methyl)-3-hydroxypiperidin-1-yl)-2-(pyridin-4-yl)acetate C(C)N(C1=C(C(=NC=N1)NC[C@@H]1[C@H](CN(CC1)[C@@H](C(=O)OCC)C1=CC=NC=C1)O)F)CC1=CC=C(C=C1)C(F)(F)F |&1:17|